3-(2-(4-(5-(ethoxycarbonyl)pyrimidin-2-yl)piperazin-1-yl)ethoxy)propanoic acid C(C)OC(=O)C=1C=NC(=NC1)N1CCN(CC1)CCOCCC(=O)O